C=1C=CC(N2C1C1=CC=CC=C1CC2)=O 6,7-dihydro-pyrido[2,1-a]isoquinolin-4-one